Cl.CO[C@@H]1[C@H](CC1)N (1S,2S)-2-methoxycyclobutane-1-amine hydrochloride Salt